FC([C@](C)(O)C1=NOC=2C=3N(C[C@@H](C21)C)N=CC3)(F)F (R)-1,1,1-trifluoro-2-((R)-4-methyl-4,5-dihydroisoxazolo[5,4-c]pyrazolo[1,5-a]pyridine-3-yl)propan-2-ol